FC1=CC=C(C=C1)C(F)(F)F 1-fluoro-4-(trifluoromethyl)benzene